C(CCCCCCCC)N(CCN(CC(=O)N1CCNCC1)CCCCCCCCC)CCCCCCCCC 4-(N-(2-(dinonylamino)ethyl)-N-nonylglycinyl)piperazin